2-fluoro-6-[(3-methoxybenzyl)amino]-9-(oxetan-2-yl)-9H-purine FC1=NC(=C2N=CN(C2=N1)C1OCC1)NCC1=CC(=CC=C1)OC